C(C1=CC=CC=C1)OC1=C(C=C(C=C1F)F)C1CCC(CC1)OCC1=NC=CC=C1NC(OC(C)(C)C)=O tert-butyl (2-((((1s,4s)-4-(2-(benzyloxy)-3,5-difluorophenyl) cyclohexyl)oxy)methyl)pyridin-3-yl)carbamate